CC1OC2=C(C1(C)C)C(C(C1=C2C=CC=C1)=O)=O 2,3,3-trimethyl-2H-benzo[g][1]benzofuran-4,5-dione